C1(CC1)C=1C=2N(C=CC1)N=C(C2)[C@H]2N(CCC1=C2N=CN1)C(=O)C=1OC(=NN1)C=1C=NN(C1C)C (S)-(4-(4-cyclopropylpyrazolo[1,5-a]pyridin-2-yl)-1,4,6,7-tetrahydro-5H-imidazo[4,5-c]pyridin-5-yl)(5-(1,5-dimethyl-1H-pyrazol-4-yl)-1,3,4-oxadiazol-2-yl)methanone